(p-tert-butyloxyphenyl)-phenyl iodide p-toluenesulfonate CC1=CC=C(C=C1)S(=O)(=O)O.C(C)(C)(C)OC1=CC=C(C=C1)C1=C(C=CC=C1)I